2-(bicyclo[1.1.1]pentan-1-yl)-N-(6-(2-hydroxypropan-2-yl)-1-(1-methylcyclobutyl)-1H-benzo[d]imidazol-2-yl)acetamide C12(CC(C1)C2)CC(=O)NC2=NC1=C(N2C2(CCC2)C)C=C(C=C1)C(C)(C)O